tert-Butyl N-[(1R)-2-[(7-fluoro-2-formyl-indan-5-yl)amino]-1-(methoxymethyl)-2-oxo-ethyl]carbamate FC=1C=C(C=C2CC(CC12)C=O)NC([C@@H](COC)NC(OC(C)(C)C)=O)=O